FC(C)(C)F Difluoropropan